2-(4-(4-(aminomethyl)-1-oxo-1,2-dihydrophthalazin-6-yl)-1-methyl-1H-pyrazol-5-yl)-4-methoxy-1-naphthonitrile NCC1=NNC(C2=CC=C(C=C12)C=1C=NN(C1C1=C(C2=CC=CC=C2C(=C1)OC)C#N)C)=O